CC1(OCCO1)CCN1N=CC(=N1)C(=O)OC methyl 2-(2-(2-methyl-1,3-dioxolan-2-yl) ethyl)-2H-1,2,3-triazole-4-carboxylate